FC1=C(C(=CC=C1)F)C=1SC=2C=NC(=CC2N1)NC1=NC(=C(C=C1)N1CC(CC1)(F)F)CN1CCCC1 N-[2-(2,6-Difluorophenyl)-[1,3]thiazolo[5,4-c]pyridin-6-yl]-5-(3,3-difluoropyrrolidin-1-yl)-6-[(pyrrolidin-1-yl)methyl]pyridin-2-amine